N1CCC(CC1)C1=NC=CC2=CC=CC=C12 1-(piperidin-4-yl)isoquinoline